4-(4-(4-(2,4-dioxotetrahydropyrimidin-1(2H)-yl)phenyl)piperazin-1-yl)piperidine-1-carboxylic acid tert-butyl Ester C(C)(C)(C)OC(=O)N1CCC(CC1)N1CCN(CC1)C1=CC=C(C=C1)N1C(NC(CC1)=O)=O